C(C)(C)(C)OC(=O)OC(CN1C=C(C2=C1N=CN=C2NC(OC(C)(C)C)=O)B2OC(C(O2)(C)C)(C)C)(C)C tert-butyl (7-(2-((tert-butoxycarbonyl)oxy)-2-methylpropyl)-5-(4,4,5,5-tetramethyl-1,3,2-dioxaborolan-2-yl)-7H-pyrrolo[2,3-d]pyrimidin-4-yl)carbamate